3-(3-hydroxyadamantan-1-yl-amino)-propionic acid OC12CC3(CC(CC(C1)C3)C2)NCCC(=O)O